1-(4-chlorophenyl)-3-(4-fluoro-3-(3-morpholinoquinoxaline-6-carbonyl)phenyl)urea ClC1=CC=C(C=C1)NC(=O)NC1=CC(=C(C=C1)F)C(=O)C=1C=C2N=C(C=NC2=CC1)N1CCOCC1